C(C)(C)(C)OC(=O)N1CCC(CC1)N1N=C(C=C1)C(F)F 4-(3-(difluoromethyl)-1H-pyrazol-1-yl)piperidine-1-carboxylic acid tert-butyl ester